ClC1=CC=C(C=N1)CN(C1=CC(OC1)=O)C1=C(C=CC=C1F)F 4-(((6-Chloropyridin-3-yl)methyl)(2,6-difluorophenyl)amino)furan-2(5H)-one